CC(C(=O)N1C(C(C(CC1)C1=NN(C(=C1OC)N(C)CC1=CC=C(C=C1)F)C(=O)C=1N=CSC1)C(F)(F)F)=O)(C)C 1-(2,2-Dimethylpropanoyl)-4-(5-{[(4-fluorophenyl)methyl](methyl)amino}-4-methoxy-1-(1,3-thiazol-4-carbonyl)-1H-pyrazol-3-yl)-3-(trifluoromethyl)piperidin-2-on